2,3-dihydro-1,2,3-oxadiazole O1NNC=C1